FC=1C=C(C=C(C1)F)[C@@H]1CC[C@H]2OC3(C(N21)=O)CCN(CC3)C(=O)C=3N=COC3 (5'S,7a'R)-5'-(3,5-difluoro-phenyl)-1-(oxazole-4-carbonyl)tetrahydro-3'H-spiro[piperidine-4,2'-pyrrolo-[2,1-b]oxazol]-3'-one